O[C@@H](C(=O)NCCC(=O)N[C@H](C(=O)OC)CSC(CCCO)=O)C(CO)(C)C methyl (2R)-2-[3-[(2R)-2,4-dihydroxy-3,3-dimethylbutanamido]propanamido]-3-[(4-hydroxybutanoyl)sulfanyl]propanoate